C(=C)C1CN(CCC1)C1=NC(=CC(=N1)N)C 2-(3-vinylpiperidin-1-yl)-6-methylpyrimidin-4-amine